FC=1C=C(CNC2=NC=C3N(C2=O)[C@H](CC3)C(=O)O)C=C(C1)C (R)-3-((3-fluoro-5-methylbenzyl)amino)-4-oxo-4,6,7,8-tetrahydropyrrolo[1,2-a]pyrazine-6-carboxylic acid